(R)-4-(7-(3-Hydroxypyrrolidin-1-yl)-1,3-dimethyl-2-oxo-1,2-dihydroquinolin-5-yl)-1-methyl-1,2,3,4-tetrahydroquinoxaline-6-sulfonamide O[C@H]1CN(CC1)C1=CC(=C2C=C(C(N(C2=C1)C)=O)C)N1CCN(C2=CC=C(C=C12)S(=O)(=O)N)C